[N+](=O)([O-])C1=C(C=CC=C1)NC(=O)NC1=NC=CC=C1 N-(2-nitrophenyl)-N'-pyridin-2-ylurea